NC=1C(NC2=C3C=CC=NC3=C(C=C2C1C1=C2C=NNC2=C(C=C1)F)CC(F)F)=O 3-amino-6-(2,2-difluoroethyl)-4-(7-fluoro-1H-indazol-4-yl)-1H-1,7-phenanthrolin-2-one